7-bromo-2-((N-ethylacetylamino)methyl)-1-(4-methoxybenzyl)-1H-imidazo[4,5-c]quinoline 5-oxide BrC=1C=CC=2C3=C(C=[N+](C2C1)[O-])N=C(N3CC3=CC=C(C=C3)OC)CNC(CCC)=O